C(C)(C)(C)OC(=O)N1CC=2C=C(C=NC2CC1)Br 3-bromo-7,8-dihydro-1,6-naphthyridine-6(5H)-carboxylic acid tert-butyl ester